1-[7-difluoromethyl-6-(1-methyl-1H-pyrazol-4-yl)-3,4-dihydro-2H-quinolin-1-yl]-6-(tetrahydrofuran-2-yl)-isoquinoline-3-carboxylic acid FC(C1=C(C=C2CCCN(C2=C1)C1=NC(=CC2=CC(=CC=C12)C1OCCC1)C(=O)O)C=1C=NN(C1)C)F